(3S,6S)-13-methyl-2,5,8,13,14,17,22-heptazatetracyclo[16.3.1.13,6.012,16]tricosa-1(21),12(16),14,18(22),19-pentaen-7-one CN1C=2CCCNC([C@H]3NC[C@@H](NC4=CC=CC(NC2C=N1)=N4)C3)=O